2-fluoro-4-(2-methyl-1,3-thiazol-5-yl)benzoic acid FC1=C(C(=O)O)C=CC(=C1)C1=CN=C(S1)C